6-[2-bromo-5-(ethylsulfanyl)-1-methyl-1H-imidazol-4-yl]-7-methyl-3-(trifluoromethyl)-7H-imidazo[4,5-c]pyridazine BrC=1N(C(=C(N1)C1=NC2=C(N=NC(=C2)C(F)(F)F)N1C)SCC)C